O[C@@H]1CN(C[C@H]1OC)C(=O)OC(C)(C)C tert-butyl (3R,4R)-3-hydroxy-4-methoxy-pyrrolidine-1-carboxylate